methyl (2S)-3-(4-(2,6-dichloro-4-fluorophenyl)-1,1a,2,7b-tetrahydro cyclopropa[c]chromen-7-yl)-2-(2,6-dichlorobenzamido)propanoate ClC1=C(C(=CC(=C1)F)Cl)C1=CC=C(C=2C3C(COC12)C3)C[C@@H](C(=O)OC)NC(C3=C(C=CC=C3Cl)Cl)=O